Cl.N1CC(C1)C#CC=1C=C2C(N(C(C2=CC1)=O)C1C(NC(CC1)=O)=O)=O 5-[2-(azetidin-3-yl)ethynyl]-2-(2,6-dioxo-3-piperidinyl)isoindoline-1,3-dione hydrochloride